6,7-dichloro-4-methoxy-1H-indole-2-carboxylic acid ClC1=CC(=C2C=C(NC2=C1Cl)C(=O)O)OC